CN(C(=O)[C@@H]1CN(CC[C@H]1NC(=O)C1=NOC(=C1)C1=C(C=C(C=C1)Cl)F)C1CCCCC1)C (3R,4R)-4-{[5-(4-chloro-2-fluoro-phenyl)-isoxazole-3-carbonyl]-amino}-1-cyclohexyl-piperidine-3-carboxylic acid dimethylamide